N-(1-(2-(2,6-dioxopiperidin-3-yl)benzyl)piperidin-4-yl)-2-fluoro-5-methoxy-4-((4-((2-methyl-3-oxoisoindolin-4-yl)oxy)-5-(trifluoromethyl)pyrimidin-2-yl)amino)benzamide O=C1NC(CCC1C1=C(CN2CCC(CC2)NC(C2=C(C=C(C(=C2)OC)NC2=NC=C(C(=N2)OC2=C3C(N(CC3=CC=C2)C)=O)C(F)(F)F)F)=O)C=CC=C1)=O